1,9-bis(N,N'-dibenzylthiocarbamoyl-dithio)nonane C(C1=CC=CC=C1)N(C(=S)SSCCCCCCCCCSSC(N(CC1=CC=CC=C1)CC1=CC=CC=C1)=S)CC1=CC=CC=C1